ClC1=C(C=C(C=C1)CC(=O)N1CCN(CC1)C=1C=CC=2N(N1)C=NN2)C(F)F 2-[4-chloro-3-(difluoromethyl)phenyl]-1-(4-{[1,2,4]triazolo[4,3-b]pyridazin-6-yl}piperazin-1-yl)ethan-1-one